O[C@@H](CNC(C[C@H]1CN(CCC1)C(=O)OC(C)(C)C)(C)C)C1=NC(=CC=C1)C(F)(F)F tert-Butyl (S)-3-(2-(((S)-2-hydroxy-2-(6-(trifluoromethyl)pyridin-2-yl)-ethyl)amino)-2-methylpropyl)piperidine-1-carboxylate